C(C)(C)N(CCC1CN(C2=CC=CC(=C12)O)C(=O)N1C(OCC1)=O)C(C)C 3-[2-(diisopropylamino)ethyl]-4-hydroxy-2,3-dihydroindole-1-carbonyl-1,3-oxazolidin-2-one